N-[2-[8-(2-cyanoallylamino)-7-methoxy-2-naphthyl]-4-pyridyl]-1-methyl-piperidine-3-carboxamide C(#N)C(CNC=1C(=CC=C2C=CC(=CC12)C1=NC=CC(=C1)NC(=O)C1CN(CCC1)C)OC)=C